O1C=2N(CC1)N=C(C2)C(=O)N 2,3-dihydropyrazolo[5,1-b]oxazole-6-carboxamide